(2S,3S,4S,5R,6R)-2-(hydroxymethyl)-6-[2-methyl-4-[4-(5-methyl-1,3,4-oxadiazol-2-yl)phenyl]phenoxy]tetrahydropyran-3,4,5-triol OC[C@@H]1O[C@@H]([C@@H]([C@H]([C@@H]1O)O)O)OC1=C(C=C(C=C1)C1=CC=C(C=C1)C=1OC(=NN1)C)C